BrC1=CC=CC=2N(C(N(C21)C2CC2)=O)C2C(NC(CC2)=O)=O 3-(4-bromo-3-cyclopropyl-2-oxo-benzoimidazol-1-yl)piperidine-2,6-dione